1-Benzyl-1,5,6,7-tetrahydro-4H-indol-4-one C(C1=CC=CC=C1)N1C=CC=2C(CCCC12)=O